(E,Z)-3-amino-N-hydroxy-4-methylbenzimidamide NC=1C=C(/C(/NO)=N\[H])C=CC1C